C(C)(C)C1=NC(=CC(=C1NC(=O)N=S(=O)(N)C=1C=NN2C1OC[C@@H](C2)N2CC(C2)OC)C(C)C)OC (6R)-N'-((2,4-diisopropyl-6-methoxypyridin-3-yl)carbamoyl)-6-(3-methoxyazetidin-1-yl)-6,7-dihydro-5H-pyrazolo[5,1-b][1,3]oxazine-3-sulfonimidamide